1-((3-exo)-3-((4-((5-methyl-1H-pyrazol-3-yl)amino)thieno[2,3-d]pyrimidin-2-yl)amino)-8-azabicyclo[3.2.1]octan-8-yl)-2-morpholinoethan-1-one CC1=CC(=NN1)NC=1C2=C(N=C(N1)NC1CC3CCC(C1)N3C(CN3CCOCC3)=O)SC=C2